C(C1=CC=CC=C1)OC1=C(C(=CC(=C1)F)C(F)(F)F)B1OC(C(O1)(C)C)(C)C 2-(2-(benzyloxy)-4-fluoro-6-(trifluoromethyl)phenyl)-4,4,5,5-tetramethyl-1,3,2-dioxaborolane